Bis(dimethylamino)-benzophenone CN(C)C=1C(=C(C(=O)C2=CC=CC=C2)C=CC1)N(C)C